((R)-1-((R)-2-(3-chlorobenzamido)-3-methoxypropanamido)-4-phenylbutyl)boronic acid ClC=1C=C(C(=O)N[C@@H](C(=O)N[C@@H](CCCC2=CC=CC=C2)B(O)O)COC)C=CC1